2-(2-{[1-(2,2,2-trifluoroethyl)-1H-pyrazol-3-yl]amino}quinazolin-7-yl)-2-azabicyclo[2.2.1]heptan-3-one FC(CN1N=C(C=C1)NC1=NC2=CC(=CC=C2C=N1)N1C2CCC(C1=O)C2)(F)F